N'-[trans-4-[2-[4-(2,3-dichlorophenyl)-1-piperazinyl]ethyl]cyclohexyl]-N,N-dimethylurea hydrochloride Cl.ClC1=C(C=CC=C1Cl)N1CCN(CC1)CC[C@@H]1CC[C@H](CC1)NC(N(C)C)=O